4,6-dimethyl-1-(2-methylpropyl)pyrido[3,2-g]quinoline-2,5,8,10(1H,9H)-tetraone CC1=CC(N(C=2C(C3=C(C(C12)=O)C(=CC(N3)=O)C)=O)CC(C)C)=O